BrC1=CC(=C(OC2=C(N=C(S2)I)C)C=C1)F 5-(4-bromo-2-fluorophenoxy)-2-iodo-4-methylthiazole